tert-butyl N-(1-{2-[({4-[4-(morpholin-4-yl)-7-{[2-(trimethylsilyl)ethoxy]methyl}-7H-pyrrolo[2,3-d]pyrimidin-6-yl] phenyl} carbamoyl)methyl] pyrimidin-4-yl} azetidin-3-yl)carbamate N1(CCOCC1)C=1C2=C(N=CN1)N(C(=C2)C2=CC=C(C=C2)NC(=O)CC2=NC=CC(=N2)N2CC(C2)NC(OC(C)(C)C)=O)COCC[Si](C)(C)C